4-(2-chloro-6-methylpyrimidin-4-yl)-1-methoxycyclohexane-1-carboxylic acid methyl ester COC(=O)C1(CCC(CC1)C1=NC(=NC(=C1)C)Cl)OC